FC1=CC=C(C=2N=C(SC21)NC(OCCCC)=O)O butyl (7-fluoro-4-hydroxy-1,3-benzothiazol-2-yl)carbamate